4,4-difluoroaza-aniline FC1(CN=C(N)C=C1)F